C(C)C1=CC=C(C=C1)NC(C1C(CCCC1)=O)C1=CC=CC=C1 2-(((4-ethylphenyl)amino)(phenyl)methyl)cyclohexane-1-one